FC1=C(C=C(C=C1)F)N1N=C(C=C1C1=CC(=C(C=C1)F)F)O 1-(2,5-difluorophenyl)-5-(3,4-difluorophenyl)-1H-pyrazol-3-ol